CC1(CC1)NC1CN(CC1)C=1N=NC(=CN1)C1=C(C=C(C=C1)C=1C=NNC1)O 2-(3-{3-[(1-methylcyclopropyl)amino]pyrrolidin-1-yl}-1,2,4-triazin-6-yl)-5-(1H-pyrazol-4-yl)phenol